FC1=C(C=C2C=CN(C(C2=C1)=O)CCCC1N(CC1)C=1C=NNC(C1C(F)(F)F)=O)C1=NC=C(C=N1)C(F)(F)F 7-fluoro-2-[3-[1-[6-oxo-5-(trifluoromethyl)-1H-pyridazin-4-yl]azetidin-2-yl]propyl]-6-[5-(trifluoromethyl)pyrimidin-2-yl]isoquinolin-1-one